(2S)-flavanone O1[C@@H](CC(=O)C2=CC=CC=C12)C1=CC=CC=C1